4-amino-1-[1,1'-biphenyl]-3-yl-5-chloro-2(1H)-pyrimidinone NC1=NC(N(C=C1Cl)C=1C=C(C=CC1)C1=CC=CC=C1)=O